3-(4-methyl-1H-1,2,3-triazol-1-yl)-4-(trifluoromethyl)aniline CC=1N=NN(C1)C=1C=C(N)C=CC1C(F)(F)F